4-(4-(6-Chloro-3-(4-(4-chloro-3,5-dimethylphenyl)butyl)-7-(1,3,5-trimethyl-1H-pyrazol-4-yl)-1H-indole-2-carbonyl)piperazin-1-yl)picolinic Acid ClC1=CC=C2C(=C(NC2=C1C=1C(=NN(C1C)C)C)C(=O)N1CCN(CC1)C1=CC(=NC=C1)C(=O)O)CCCCC1=CC(=C(C(=C1)C)Cl)C